COC1=C(CNS(=O)(=O)C=2C=C(C=CC2N2N=CC(=C2)CCOC)NC(CC2=C(C=CC=C2)F)=O)C=CC(=C1)OC N-{3-[(2,4-Dimethoxybenzyl)sulfamoyl]-4-[4-(2-methoxyethyl)-1H-pyrazol-1-yl]phenyl}-2-(2-fluorophenyl)acetamide